2-(3-cyano-1-isopropyl-1H-indazol-5-yl)isonicotinic acid C(#N)C1=NN(C2=CC=C(C=C12)C=1C=C(C(=O)O)C=CN1)C(C)C